5-chloro-2-methyl-2H-isothiazole ClC1=CCN(S1)C